2-(difluoromethyl)-8,9-dimethyl-7-(3-(1-(pyridin-2-yl)-1H-pyrazol-4-yl)-7,8-dihydro-1,6-naphthyridin-6(5H)-yl)-4H-pyrimido[1,2-b]pyridazin-4-one FC(C=1N=C2N(N=C(C(=C2C)C)N2CC=3C=C(C=NC3CC2)C=2C=NN(C2)C2=NC=CC=C2)C(C1)=O)F